2-amino-7-propyl-7,9-dihydro-1H-purine-6,8-dione NC=1NC(C=2N(C(NC2N1)=O)CCC)=O